N-(5-(4-methyl-piperazin-1-yl)pyridin-2-yl)-3-(pyridin-2-yl)-1,2,4-thiadiazol-5-amine CN1CCN(CC1)C=1C=CC(=NC1)NC1=NC(=NS1)C1=NC=CC=C1